C1(CC1)C1=NN(C=C1C1=NC2=CC=CC=C2N=C1)CC(=O)NCC=1C=C2C(N(C(C2=CC1)=O)C1C(NC(CC1)=O)=O)=O 2-(3-cyclopropyl-4-(quinoxalin-2-yl)-1H-pyrazol-1-yl)-N-((2-(2,6-dioxopiperidin-3-yl)-1,3-dioxoisoindolin-5-yl)methyl)acetamide